2-bromo-5-[(3,3,7-trimethyl-2H-benzofuran-4-yl)oxy]pyrazine BrC1=NC=C(N=C1)OC1=CC=C(C2=C1C(CO2)(C)C)C